chloro-4,6-diphenyl-1,3,6-triazine ClC=1NN(C=C(N1)C1=CC=CC=C1)C1=CC=CC=C1